N-((6-amino-2-methylpyridin-3-yl)methyl)-2-(2-methyl-6-oxo-5-((phenylmethyl)sulfonamido)pyrimidin-1(6H)-yl)acetamide NC1=CC=C(C(=N1)C)CNC(CN1C(=NC=C(C1=O)NS(=O)(=O)CC1=CC=CC=C1)C)=O